BrC=1C=CC(=C2C=CN=NC12)N1CCC(CC1)N(C(OC(C)(C)C)=O)C1CC1 tert-butyl N-[1-(8-bromocinnolin-5-yl)-4-piperidyl]-N-cyclopropyl-carbamate